2-[4-[1-[(3S)-3-(1H-1,2,4-Triazol-5-yl)pyrrolidine-1-carbonyl]azetidin-3-yl]phenyl]benzoic acid N1N=CN=C1[C@@H]1CN(CC1)C(=O)N1CC(C1)C1=CC=C(C=C1)C1=C(C(=O)O)C=CC=C1